C(#N)C1=CC(=C(C=C1)CCCC(=O)O)NC(C(C)N1C=C(C2=CC=C(C=C12)C(NCC)=O)C)=O 4-[4-cyano-2-((2-[6-(ethylcarbamoyl)-3-methyl-1H-indol-1-yl]propanoyl)amino)phenyl]butanoic acid